C(C)C=1C=C(C=CC1)C(C)=O 1-(3-Ethylphenyl)-Ethanon